1-fluoro-6-isopropylquinoline chloride salt [Cl-].FN1CC=CC2=CC(=CC=C12)C(C)C